C(C)C(COCN1N=C(C=C1)CC(=O)[O-])[Si](C)(C)C 2-(1-((2-Ethyl (trimethylsilyl)ethoxy)methyl)-1H-pyrazol-3-yl)acetate